4-(hydroxymethyl)isoindoline-2-carboxylic acid tert-butyl ester C(C)(C)(C)OC(=O)N1CC2=CC=CC(=C2C1)CO